2-(AMINOMETHYL)PENTANOIC ACID NCC(C(=O)O)CCC